[(2R,3R)-5,7-dihydroxy-2-(3,4,5-trihydroxyphenyl)-3,4-dihydro-2H-chromen-3-yl] 3,4,5-trihydroxybenzoate OC=1C=C(C(=O)O[C@H]2[C@H](OC3=CC(=CC(=C3C2)O)O)C2=CC(=C(C(=C2)O)O)O)C=C(C1O)O